3-(4-phenylthiazol-2-yl)bicyclo[1.1.1]Pentane-1-amine C1(=CC=CC=C1)C=1N=C(SC1)C12CC(C1)(C2)N